N-(2,2-difluoropropyl)-5-(4-fluoro-2-methyl-1-(1-methylpiperidin-4-yl)-1H-benzo[d]imidazol-6-yl)-7H-pyrrolo[2,3-d]pyrimidin-2-amine FC(CNC=1N=CC2=C(N1)NC=C2C=2C=C(C1=C(N(C(=N1)C)C1CCN(CC1)C)C2)F)(C)F